COC1=C(C=CC(=C1)OC)CNC1=CC=2N(C(N(CC2C=N1)C1=C(C=CC=C1C)F)=O)[C@@H]1CC[C@H](CC1)N(C)C trans-7-[(2,4-dimethoxyphenyl)methylamino]-1-[4-(dimethylamino)cyclohexyl]-3-(2-fluoro-6-methyl-phenyl)-4H-pyrido[4,3-d]pyrimidin-2-one